ClC=1C=CC(=C(C1)C1=NNC=C1NC(=O)N1CN=CC=C1)OC(F)F Pyrimidine-3-carboxylic acid [3-(5-chloro-2-difluoromethoxyphenyl)-1H-pyrazol-4-yl]Amide